6-[(1R,5S)-3,8-diazabicyclo[3.2.1]octan-3-yl]pyrimidine-5-carbonitrile [C@H]12CN(C[C@H](CC1)N2)C2=C(C=NC=N2)C#N